BrCC(=O)C(=CCC)C(CBr)=O bis-bromoacetyl-butene